bis-(1-(t-butylperoxy)-1-methylethyl)-benzene C(C)(C)(C)OOC(C)(C)C1=C(C=CC=C1)C(C)(OOC(C)(C)C)C